O[C@H]1C[C@H](CC1)C1=CC(=NN1COCC[Si](C)(C)C)NC=1C=CC(N(C1)C)=O 5-((5-((1S,3R)-3-hydroxycyclopentyl)-1-((2-(trimethylsilyl)ethoxy)-methyl)-1H-pyrazol-3-yl)amino)-1-methylpyridin-2(1H)-one